C1(CC1)CC[C@](C1=CC=NC=C1)(N[S@](=O)C(C)(C)C)C=1C=CC(=C(C1)NC(=O)C1NCC(C1)OC)F N-(5-((S)-3-cyclopropyl-1-((R)-1,1-dimethylethylsulfinamido)-1-(pyridin-4-yl)propyl)-2-fluorophenyl)-4-methoxypyrrolidine-2-carboxamide